4-(3-((1R,5S,6r)-3-azabicyclo[3.1.0]hexan-6-yl)-1-cyclopropyl-7-fluoro-4-methoxy-1H-pyrazolo[4,3-c]pyridin-6-yl)-5-ethynyl-6-fluoronaphthalen-2-ol [C@H]12CNC[C@@H]2C1C1=NN(C2=C1C(=NC(=C2F)C2=CC(=CC1=CC=C(C(=C21)C#C)F)O)OC)C2CC2